(3S)-3-amino-5-methyl-2,3-dihydro-1,5-benzoxazepine-4-one N[C@H]1COC2=C(N(C1=O)C)C=CC=C2